ClC1=C(C=CC=C1)N=C(N)C1=C(C=2N(N=C1)C=C(C2)C2=C(C=C(C=C2)OC)C(F)(F)F)N[C@@H]2CC[C@H](CC2)NC(OC(C)(C)C)=O tert-butyl [trans-4-[[3-[N'-(2-chlorophenyl)carbamimidoyl]-6-[4-methoxy-2-(trifluoromethyl)phenyl]pyrrolo[1,2-b]pyridazin-4-yl]amino]cyclohexyl]carbamate